C1(CC1)C1=C(C=C2CCNCC2=C1)NC1=NC=C(C(=N1)C1=CC2=C(C(N(CCS2(=O)=O)CC(F)(F)F)=O)S1)C(F)(F)F 7-(2-((7-cyclopropyl-1,2,3,4-tetrahydroisoquinolin-6-yl)amino)-5-(trifluoromethyl)pyrimidin-4-yl)-4-(2,2,2-trifluoroethyl)-3,4-dihydrothieno[2,3-f][1,4]thiazepin-5(2H)-one 1,1-dioxide